C(C)(C)(C)N(C(O)=O)C(C)C(CO)(F)F.BrC1=CC=C(S1)S(=O)(=O)NNC(C(C)C1=CC=C(C=C1)CC(C)C)=O 5-Bromo-N'-(2-(4-isobutylphenyl)propanoyl)thiophene-2-sulfonohydrazide tert-butyl-(3,3-difluoro-4-hydroxybutan-2-yl)carbamate